C(C)(C)(C)OC(=O)N1CCC(CC1)CCN(C)C1=CC=CC=C1 4-(2-(phenyl-(methyl)amino)ethyl)piperidine-1-carboxylic acid tert-butyl ester